ClC1=NC(=CC2=C1N(C=N2)C(C)C)C2=CC=C1C(=C2)N(C(C12CCN(CC2)C(=O)C2(COC2)C)=O)C2CC(C2)N2CC(CC2)(C)C 6-(4-chloro-3-isopropyl-3H-imidazo[4,5-c]pyridin-6-yl)-1-((1s,3s)-3-(3,3-dimethylpyrrolidin-1-yl)cyclobutyl)-1'-(3-methyloxetane-3-carbonyl)spiro[indolin-3,4'-piperidin]-2-one